N(=C=S)C1=CC=C(CC2N(CCN(CCN(C2)CC(=O)O)CC(=O)O)CC(=O)O)C=C1 2-(4-isothiocyanatobenzyl)-1,4,7-triazacyclononane-1,4,7-triacetic acid